(S)-5-(benzyloxy)-2-(6-cyanobenzo[d]oxazol-2-yl)-6-methoxy-1,2,3,4-tetrahydroisoquinoline-3-carboxylic acid methyl ester COC(=O)[C@H]1N(CC2=CC=C(C(=C2C1)OCC1=CC=CC=C1)OC)C=1OC2=C(N1)C=CC(=C2)C#N